(2,3-difluorophenyl)(8-fluoroquinolin-3-yl)methanone FC1=C(C=CC=C1F)C(=O)C=1C=NC2=C(C=CC=C2C1)F